N1(CCNCC1)C=1C(=NC=CC1)C#N 3-(piperazin-1-yl)pyridine-2-carbonitrile